C1(=CC=CC=C1)S(=O)CCS(=O)C1=CC=CC=C1 1,2-diphenyl-sulfinyl-ethane